1-(5-(2-(((1S,4S)-4-(dimethylamino)-3-fluorocyclohexyl)amino)-8-isopropyl-quinazolin-6-yl)pyridin-2-yl)-3-ethylpyrrolidin-2-one CN([C@@H]1C(C[C@H](CC1)NC1=NC2=C(C=C(C=C2C=N1)C=1C=CC(=NC1)N1C(C(CC1)CC)=O)C(C)C)F)C